(S)-3-chloro-4-((3,5-difluoropyridin-2-yl)methoxy)-2'-((R)-3-hydroxy-2,3-dihydrobenzofuran-7-yl)-5',6-dimethyl-2H-[1,4'-bipyridinyl]-2-one ClC=1C(N(C(=CC1OCC1=NC=C(C=C1F)F)C)C1=CC(=NC=C1C)C1=CC=CC=2[C@H](COC21)O)=O